[Tb].C[C@@H]1O[C@H](CN(C1)C(=O)C1CCC(CC1)C1=CC=C(C=C1)N1C[C@@H](CC1)OC=1C(=NC=2N(C1C)N=C(N2)C)C)C ((2S,6S)-2,6-dimethylmorpholino)((1R,4S)-4-(4-((R)-3-((2,5,7-trimethyl-[1,2,4]triazolo[1,5-a]pyrimidin-6-yl)oxy)pyrrolidin-1-yl)phenyl)cyclohexyl)methanone Terbium